6-(2-(Benzo[B]thiophen-5-yl)cyclobutyl)quinoline tert-butyl-((7-chloro-4-oxochroman-2-yl)methyl)carbamate C(C)(C)(C)N(C(O)=O)CC1OC2=CC(=CC=C2C(C1)=O)Cl.S1C2=C(C=C1)C=C(C=C2)C2C(CC2)C=2C=C1C=CC=NC1=CC2